FC1=C2NC(C=3N(C2=C(C(=C1F)C1=C2C=CN(C2=CC=C1)S(=O)(=O)C)C)C(=NN3)C)(C)C 6,7-difluoro-1,4,4,9-tetramethyl-8-(1-methylsulfonyl-1H-indol-4-yl)-5H-[1,2,4]triazolo[4,3-a]quinoxaline